CN[C@@H]1COC2=C1C=CC(=C2)C=2C=NC(=NC2)C (S)-N-methyl-6-(2-methylpyrimidin-5-yl)-2,3-dihydrobenzo-furan-3-amine